(1R,2R)-1-(2-cyanophenyl)-1-(1-(difluoromethyl)-1H-pyrazol-4-yl)propan C(#N)C1=C(C=CC=C1)[C@@H](CC)C=1C=NN(C1)C(F)F